CC(=C)C 1,1-dimethyl-ethylene